6-(5-Cyclopropylpyridin-2-yl)-8-methoxy-N-((6-methylpyridazin-3-yl)methyl)quinazolin-4-amine C1(CC1)C=1C=CC(=NC1)C=1C=C2C(=NC=NC2=C(C1)OC)NCC=1N=NC(=CC1)C